N-(4-benzyl-1-(5-(3-cyano-6-ethoxypyrazolo[1,5-a]pyridin-4-yl)pyridin-2-yl)piperidin-4-yl)-2-(dimethylamino)acetamide C(C1=CC=CC=C1)C1(CCN(CC1)C1=NC=C(C=C1)C=1C=2N(C=C(C1)OCC)N=CC2C#N)NC(CN(C)C)=O